N-((3R,4S)-4-((7-(2,6-dichloro-3,5-dimethoxyphenyl)-5-(((1-(2-methoxyethyl)1H-pyrazol-4-yl)methyl)amino)-2,6-naphthyridin-3-yl)amino)tetrahydrofuran-3-yl)acrylamide ClC1=C(C(=C(C=C1OC)OC)Cl)C1=NC(=C2C=C(N=CC2=C1)N[C@H]1[C@H](COC1)NC(C=C)=O)NCC=1C=NN(C1)CCOC